1-(5,6-dichloro-1,3-dihydro-2H-isoindol-2-yl)-2-(1,3-thiazol-2-ylsulfonyl)ethanone ClC=1C=C2CN(CC2=CC1Cl)C(CS(=O)(=O)C=1SC=CN1)=O